5-{2-chloro-5h,6h,7h,8h-pyrido[4,3-d]pyrimidine-6-carbonyl}-6-methyl-N-(1-methylcyclopropyl)furo[2,3-d]pyrimidin-4-amine ClC=1N=CC2=C(N1)CCN(C2)C(=O)C2=C(OC=1N=CN=C(C12)NC1(CC1)C)C